FC1=CC=C(C=C1)CNC(=O)NC1=CC=C(C=C1)CNC(=O)C=1C=NC(=CC1)C {[(4-fluorophenyl)methyl]amino}-N-(4-{[(6-methyl(3-pyridyl))carbonylamino]methyl}phenyl)carboxamide